6-benzyl-6,7,8,9-tetrahydro-2H-1,2,5,6-tetraazabenzo[cd]azulene C(C1=CC=CC=C1)N1C=2C3=C(NN=C3CCC1)C=CN2